2-(4-methylpyrimidin-2-yl)cyclopropane-1-carboxylic acid CC1=NC(=NC=C1)C1C(C1)C(=O)O